FC1=C2CN(C(C2=CC(=C1)CO)=O)C1C(NC(CC1)=O)=O 3-(4-fluoro-6-(hydroxymethyl)-1-oxoisoindolin-2-yl)piperidine-2,6-dione